COC1CCC(CC1)NC=1N=CC2=C(N1)C(=CN=C2C2=C(C(=O)N)C=CC=C2)C2=CC=C(C=C2)C(=O)N2CCN(CC2)C (2-(((1R,4R)-4-methoxycyclohexyl)amino)-8-(4-(4-methylpiperazine-1-carbonyl)phenyl)pyrido[4,3-d]pyrimidin-5-yl)benzamide